C(C)NS(OCC(=O)NC=1SC(=C(N1)C)CC1=CC(=CC=C1)Cl)(=O)=O 2-((5-(3-chlorobenzyl)-4-methylthiazol-2-yl)amino)-2-oxoethyl ethylsulfamate